FC1(CCC(CC1)N1CCN(CC1)C(=O)N(C1=CC(=CC=C1)F)CC=1N=C2N(C=CC(=C2)C=2OC(=NN2)C(F)F)C1)F 4-(4,4-difluorocyclohexyl)-N-((7-(5-(difluoromethyl)-1,3,4-oxadiazol-2-yl)imidazo[1,2-a]pyridin-2-yl)methyl)-N-(3-fluorophenyl)piperazine-1-carboxamide